FC(C(C(C(S(=O)(=O)[O-])(F)F)(F)F)(F)F)(F)F.COC(C=1C=C2C=CC(=CC2=CC1)[S+](C1=CC=CC=C1)C1=CC=CC=C1)(C1=CC=C(C=C1)OC)OC {6-[dimethoxy-(4-methoxyphenyl)methyl]naphthalen-2-yl}diphenylsulfonium nonafluorobutanesulfonate